5-fluoro-6-(4,4,5,5-tetramethyl-1,3,2-dioxaborolan-2-yl)quinazolin-2-amine FC1=C2C=NC(=NC2=CC=C1B1OC(C(O1)(C)C)(C)C)N